N-(4-(4-(cyclopropylmethyl)piperazine-1-carbonyl)phenyl)quinoline-8-sulfonamide C1(CC1)CN1CCN(CC1)C(=O)C1=CC=C(C=C1)NS(=O)(=O)C=1C=CC=C2C=CC=NC12